FC(=C1CCN(CC1)N=O)F 4-(Difluoromethylene)-1-nitrosopiperidine